NC/C(/CN1N=CN(C1=O)CC=1SC2=C(C1)C=C(C=C2)C2=CC=C(C=C2)N2CCNCC2)=C\F 2-[(2E)-2-(aminomethyl)-3-fluoroprop-2-en-1-yl]-4-({5-[4-(piperazin-1-yl)phenyl]-1-benzothiophen-2-yl}methyl)-2,4-dihydro-3H-1,2,4-triazol-3-one